C1(CCC1)N1C(=NC2=C1C=C(C=C2)C(=O)OC(C)(C)C)C(N(C)O)=N tert-butyl 1-cyclobutyl-2-(N-hydroxy-N-methylcarbamimidoyl)-1H-1,3-benzodiazole-6-carboxylate